1-(tert-butyl) 2-methyl (2S,4S)-4-(trifluoromethyl)pyrrolidine-1,2-dicarboxylate FC([C@H]1C[C@H](N(C1)C(=O)OC(C)(C)C)C(=O)OC)(F)F